N-(3-chloro-5-(2-(4-chlorophenyl)propan-2-yl)phenyl)-5-(1-(methylsulfonyl)cyclopropyl)benzo[b]thiophene-2-carboxamide ClC=1C=C(C=C(C1)C(C)(C)C1=CC=C(C=C1)Cl)NC(=O)C1=CC2=C(S1)C=CC(=C2)C2(CC2)S(=O)(=O)C